tert-butyl (1S,4S)-5-(5-bromo-2-(2-(2-fluoro-6-methoxyphenyl)pyrimidine-4-carboxamido)phenyl)-2,5-diazabicyclo[2.2.1]heptane-2-carboxylate BrC=1C=CC(=C(C1)N1[C@@H]2CN([C@H](C1)C2)C(=O)OC(C)(C)C)NC(=O)C2=NC(=NC=C2)C2=C(C=CC=C2OC)F